N-(1-cyclobutyl-3-(3,3-difluoro-1-methylcyclobutyl)-4-methyl-1H-pyrazol-5-yl)-2-(1-(trifluoro-methyl)cyclopropyl)acetamide C1(CCC1)N1N=C(C(=C1NC(CC1(CC1)C(F)(F)F)=O)C)C1(CC(C1)(F)F)C